2-chloro-N-(furan-2-ylmethyl)-7-methylpyrrolo[1,2-b]pyridazin-4-amine ClC=1C=C(C=2N(N1)C(=CC2)C)NCC=2OC=CC2